4-(4-(4-(benzo[d]thiazol-5-yloxy)quinolin-6-yl)-3-fluorobenzyl)-1-methylpiperazin-2-one S1C=NC2=C1C=CC(=C2)OC2=CC=NC1=CC=C(C=C21)C2=C(C=C(CN1CC(N(CC1)C)=O)C=C2)F